(R)-2-amino-3-phenyl-N-(3-chlorophenyl)-propionamide N[C@@H](C(=O)NC1=CC(=CC=C1)Cl)CC1=CC=CC=C1